N[C@@H]1CC(N(C1)C1=CC=C(C=C1)S(=O)(=O)N1CCN(CC1)C1=NC(=CC(=C1)C(C1CCC(CC1)NC(=O)N=C(N)N)(F)F)Cl)=O 1-[4-[[2-[4-[4-[(4R)-4-amino-2-oxo-pyrrolidin-1-yl]phenyl]sulfonylpiperazin-1-yl]-6-chloro-4-pyridyl]-difluoro-methyl]cyclohexyl]-3-(diaminomethylene)urea